(2S,2'S,2''S)-3,3',3''-(Benzene-1,3,5-triyl)tris(2-((R)-1-(tert-butoxycarbonyl)pyrrolidin-3-yl)propanoic acid) C1(=CC(=CC(=C1)C[C@H](C(=O)O)[C@@H]1CN(CC1)C(=O)OC(C)(C)C)C[C@H](C(=O)O)[C@@H]1CN(CC1)C(=O)OC(C)(C)C)C[C@H](C(=O)O)[C@@H]1CN(CC1)C(=O)OC(C)(C)C